C1[C@H]([C@H]([C@](O1)(CO)O)O)O beta-D-ribulose